5-(((trans-3-(3-cyclopropyl-4-(4-fluoro-2-isopropyl-2H-pyrazolo[3,4-c]pyridin-7-yl)-1H-pyrazol-1-yl)cyclobutyl)methyl)amino)-2-(2,6-dioxopiperidin-3-yl)isoindoline-1,3-dione C1(CC1)C1=NN(C=C1C1=NC=C(C=2C1=NN(C2)C(C)C)F)[C@@H]2C[C@H](C2)CNC=2C=C1C(N(C(C1=CC2)=O)C2C(NC(CC2)=O)=O)=O